4-(1-carbamimidoyl-1,2,3,6-tetrahydropyridin-4-yl)-N-{4-[2-(N-methylcarbamimidamido)ethyl]phenyl}benzamide C(N)(=N)N1CCC(=CC1)C1=CC=C(C(=O)NC2=CC=C(C=C2)CCN(C(=N)N)C)C=C1